CC1=CC=C(C=C1)S(=O)(=O)OCCO[C@@H](C=C)OC (S)-2-((1-methoxyallyl)oxy)ethyl 4-methylbenzenesulfonate